methyl 3-[(1R,3S)-3-[(tert-butoxycarbonyl)amino]cyclohexyl]-2-(pyridin-2-yl)imidazo[4,5-c]pyridine-6-carboxylate C(C)(C)(C)OC(=O)N[C@@H]1C[C@@H](CCC1)N1C(=NC2=C1C=NC(=C2)C(=O)OC)C2=NC=CC=C2